N-(3-Ethyl-3,5,5-trimethyl-cyclohexyl)-3-formylamino-2-hydroxy-benzamide C(C)C1(CC(CC(C1)(C)C)NC(C1=C(C(=CC=C1)NC=O)O)=O)C